NC1=NNC2=CC=C(C=C12)C1=CC(=NC=C1)NC(CC1=CC=C(C=C1)C)=O N-(4-(3-amino-1H-indazol-5-yl)pyridin-2-yl)-2-(p-tolyl)acetamide